BrC1=CC=2C(C=N1)=NNC2 5-bromo-2H-pyrazolo[3,4-c]pyridine